ClC=1C=CC(=C(C1)C1=CC(=C(N=N1)SCCO)NC1=CC(=NC=C1)NC(=O)C1CC(C1)N1CCC(CC1)C(=O)O)F 1-{3-[(4-{[6-(5-chloro-2-fluorophenyl)-3-[(2-hydroxyethyl)sulfanyl]pyridazin-4-yl]amino}pyridin-2-yl)carbamoyl]cyclobutyl}piperidine-4-carboxylic acid